[2H]C([2H])([2H])C([2H])([2H])C([2H])([2H])[2H] propane-d8